C[SiH](C)C[Zr](C)(C1C(=CC2=C(C=CC=C12)C1=CC=CC=C1)C)C1C(=CC2=C(C=CC=C12)C1=CC=CC=C1)C dimethylsilylbis(2-methyl-4-phenyl-indenyl)dimethyl-zirconium